CC(CCCCC)OC(C1=CC(=C(C=C1)OCCN1C=NC=C1)OC)=O Heptane-2-yl-4-(2-(1H-imidazol-1-yl) ethoxy)-3-methoxybenzoate